ClCCC(=O)N[C@H](C(=O)NC1(CC1)C#N)CC=1OC2=C(N1)C=C(C=C2)Cl (S)-3-chloro-N-(3-(5-chlorobenzo[d]oxazol-2-yl)-1-((1-cyanocyclopropyl)amino)-1-oxopropan-2-yl)propanamide